tert-butyl L-prolinate hydrochloride Cl.N1[C@@H](CCC1)C(=O)OC(C)(C)C